ClC(C)(F)Cl 1,1-dichloro-1-monofluoroethane